(S)-2,4-dihydroxyl-3,3-dimethylbutyric acid ammonium salt [NH4+].O[C@H](C(=O)[O-])C(CO)(C)C